ClC1=C(C=CC=C1)N1C(=NN=C1C1=NC=NC=C1)C1CC(C1)NC(=O)C1=CC=NC2=CC=CN=C12 N-((1S,3r)-3-(4-(2-chlorophenyl)-5-(pyrimidin-4-yl)-4H-1,2,4-triazol-3-yl)cyclobutyl)-1,5-naphthyridine-4-carboxamide